The molecule is a 3-acyl-sn-glycerol that is the R-enantiomer of 2,3-dihydroxypropyl dodecanoate (glyceryl monolaurate). It is a 1-monolauroylglycerol, a 3-acyl-sn-glycerol and a dodecanoate ester. It is an enantiomer of a 1-lauroyl-sn-glycerol. CCCCCCCCCCCC(=O)OC[C@@H](CO)O